CC(C(=O)N1C(CCC1)C(=O)N)(C)C=1OC=NN1 1-[2-methyl-2-(1,3,4-oxadiazol-2-yl)propionyl]pyrrolidine-2-carboxamide